Ethyl 1-(4,4,4-trifluorobutyl)-1H-1,2,3-triazole-5-carboxylate FC(CCCN1N=NC=C1C(=O)OCC)(F)F